O1CCC(CC1)N(C(C)=O)CCCCN1C=NC=2C=[N+](C=3C=CC=CC3C21)[O-] 1-(4-(N-(tetrahydro-2H-pyran-4-yl)acetamido)butyl)-1H-imidazo[4,5-c]Quinoline 5-oxide